6-chloro-N-ethyl-N'-(1-methylethyl)-1,3,5-triazine-2,4-diamine ClC1=NC(=NC(=N1)NCC)NC(C)C